2-(1,3-dioxoisoindolin-2-yl)-4-(1-(diphenyl(p-tolyl)methyl)-1H-imidazol-5-yl)butanoic acid O=C1N(C(C2=CC=CC=C12)=O)C(C(=O)O)CCC1=CN=CN1C(C1=CC=C(C=C1)C)(C1=CC=CC=C1)C1=CC=CC=C1